C(C\C=C\CC)(C(=O)O)C(=O)O trans-3-hexene-1,1-dicarboxylic acid